N1=CC(=CC=C1)CC(=O)NC=1N=NN(C1)CCCCN1N=NC(=C1)C(=O)NCC1=CC(=CC=C1)OC(F)(F)F 1-(4-{4-[2-(pyridin-3-yl)acetamido]-1H-1,2,3-triazol-1-yl}butyl)-N-{[3-(trifluoromethoxy)phenyl]methyl}-1H-1,2,3-triazole-4-carboxamide